COC=1C(=NC=C(C1)NC(=O)C1(CCCC1)C1=CC=C(C=C1)Cl)NC(C1=CC(=CC=C1)Cl)=O N-(3-methoxy-5-(1-(4-chlorophenyl)cyclopentane-1-carboxamido)pyridin-2-yl)-3-chlorobenzamide